(3R,4R)-4-{[5-(2,4-difluoro-phenyl)-isoxazole-3-carbonyl]-amino}-1-((1R,2S)-2-methyl-cyclobutyl)-piperidine-3-carboxylic acid dimethylamide CN(C(=O)[C@@H]1CN(CC[C@H]1NC(=O)C1=NOC(=C1)C1=C(C=C(C=C1)F)F)[C@H]1[C@H](CC1)C)C